F[C@H](CCCCCC[C@](CC)(C)O)CC[C@H](CCC)C (3R,5R,8S,9S,10R,13S,14S,17S)-10-fluoro-3-hydroxy-3,13-dimethylhexadecane